tert-butyl (S)-3-(4-(6-((2-((tert-butoxycarbonyl) amino) ethyl)-amino) pyridin-3-yl) phenoxy)-2-((1,3-dioxoisoindolin-2-yl) oxy)-2-methylpropionate C(C)(C)(C)OC(=O)NCCNC1=CC=C(C=N1)C1=CC=C(OC[C@](C(=O)OC(C)(C)C)(C)ON2C(C3=CC=CC=C3C2=O)=O)C=C1